CC=1C=C2NC(C(=NC2=CC1)C1CCN(CC1)C(=O)OC(C)(C)C)=O tert-butyl 4-(6-methyl-3-oxo-4H-quinoxalin-2-yl)piperidine-1-carboxylate